OCC1CCC(CC1)C(=O)N(C)C 4-(Hydroxymethyl)-N,N-dimethylcyclohexane-carboxamide